(5-((3-(cyclopropylmethyl)-2,4,5-trioxoimidazolidin-1-yl)methyl)-1,2,4-oxadiazol-3-yl)-N-(2-methoxyphenyl)-N-(morpholin-3-ylmethyl)acetamide C1(CC1)CN1C(N(C(C1=O)=O)CC1=NC(=NO1)CC(=O)N(CC1NCCOC1)C1=C(C=CC=C1)OC)=O